1-isopropyl-3-methyl-6-(3,5-difluoro-2-methoxybenzyl)-1,6-dihydro-2H-pyrrolo[3,4-d]Pyrimidine C(C)(C)N1CN(CC=2C1=CN(C2)CC2=C(C(=CC(=C2)F)F)OC)C